C(C)OC(CCCN(CCCC(=O)OCC)C)=O.CN(CCCC(=O)OCC)CCCC(=O)OCC diethyl 4,4'-(methylazanediyl)dibutyrate Diethyl-4,4'-(methylazanediyl)dibutyrate